Methyl 2,2,3,3-tetrafluoro-3-methoxypropionate FC(C(=O)OC)(C(OC)(F)F)F